COC=1C=C(C=CC1)C[C@H](CCCC)NC(=O)C1=CC=C(C=C1)NC(OCCCCC)=O pentyl (S)-(4-((1-(3-methoxyphenyl)hexan-2-yl)carbamoyl)phenyl)carbamate